C(C)(C)(C)OC(=O)C=1N(C2=CC=CC(=C2C1)NC([C@H](C(C1=CC=C(C=C1)N1C(CN(CC1)CCCOC)=O)N)C(=O)OCC1=CC=CC=2C3=CC=CC=C3CC12)=O)C(=O)OC(C)(C)C (S)-4-(2-fluorenylmethoxycarbonyl-amino-3-(4-(4-(3-methoxypropyl)-2-oxopiperazin-1-yl)phenyl)propanamido)-1-t-butoxycarbonyl-indole-2-oic acid tert-butyl ester